N-((3R,4S)-1-((3-bromophenyl)sulfonyl)-3-methylpiperidin-4-yl)-8-ethoxy-7-(1H-pyrazol-4-yl)-[1,2,4]triazolo[1,5-a]pyridin-2-amine BrC=1C=C(C=CC1)S(=O)(=O)N1C[C@H]([C@H](CC1)NC1=NN2C(C(=C(C=C2)C=2C=NNC2)OCC)=N1)C